ClC1=C(C=CC(=C1)OC1=C(C=C(C=C1F)C1=NC2=C(N1)C=C(C=C2)C(NC(C)C)=N)F)C2=NC1=C(N2)C=C(C=C1)C(NC(C)C)=N 2-(2-Chloro-4-(2,6-difluoro-4-(6-(N-isopropylcarbamimidoyl)-1H-benzo[d]imidazol-2-yl)phenoxy)phenyl)-N-isopropyl-1H-benzo[d]imidazole-6-carboximidamide